ClC1=C(C=CC=C1)CC(=O)NC1=CC(=C(C=C1)C=1C=NC(=NC1)OC1CCC1)S(N=CN(C)C)(=O)=O 2-(2-Chlorophenyl)-N-(4-[2-(cyclobutyloxy)pyrimidin-5-yl]-3-{[(dimethylamino)methylidene]-sulfamoyl}phenyl)acetamide